tert-butyl (8-(3-bromo-5-((2,3-dichlorophenyl)thio)-6-methylpyrazin-2-yl)-8-azaspiro[4.5]decan-1-yl)carbamate BrC=1C(=NC(=C(N1)SC1=C(C(=CC=C1)Cl)Cl)C)N1CCC2(CCCC2NC(OC(C)(C)C)=O)CC1